FC1CC(C2=CC=CC=C12)NC(C=C)=O N-(3-fluoro-2,3-dihydro-1H-inden-1-yl)prop-2-enamide